1-([1,1-biphenyl]-4-yl)-2-methyl-2-morpholinopropan-1-one C1(=CC=C(C=C1)C(C(C)(N1CCOCC1)C)=O)C1=CC=CC=C1